ClC1=C(C(=O)NC=2C=C3C=C(N(C3=CC2)CC(F)(F)F)C(=O)O)C=C(C=C1)CNC(C(C)C)=O 5-(2-chloro-5-(isobutyrylaminomethyl)benzoylamino)-1-(2,2,2-trifluoroethyl)-1H-indole-2-carboxylic acid